3-(5-((1,1,1,3,5,5,5-heptamethyltrisiloxan-3-yl)oxy)-1,1,1,3,7,9,9,9-octamethyl-3,7-bis((trimethylsilyl)oxy)pentasiloxan-5-yl)propan-1-ol C[Si](O[Si](O[Si](C)(C)C)(C)O[Si](O[Si](O[Si](C)(C)C)(O[Si](C)(C)C)C)(O[Si](O[Si](C)(C)C)(O[Si](C)(C)C)C)CCCO)(C)C